C(C1=CC=CC=C1)C=1C(=C(NC(C1)=O)S)C#N 4-Benzyl-2-mercapto-6-oxo-1,6-dihydro-pyridine-3-carbonitrile